[C@H]1(CCCC2=CC=CC=C12)N (R)-(+)-1,2,3,4-tetrahydronaphthylamine